O1C(OCC1)C=1OC2=C(C1SC(F)(F)F)C=CC=C2N[C@H]2[C@H](CN(CC2)C)F (3S,4R)-N-(2-(1,3-dioxolan-2-yl)-3-((trifluoromethyl)thio)benzofuran-7-yl)-3-fluoro-1-methylpiperidin-4-amine